ClC1=CC=C(C(=N1)C(=O)NS(=O)(=O)C)N[C@H](C)C=1C=C(C=C2C(N(C(=NC12)C#CC=1C=NN(C1)C)C)=O)C (R)-6-chloro-3-((1-(3,6-dimethyl-2-((1-methyl-1H-pyrazol-4-yl)ethynyl)-4-oxo-3,4-dihydroquinazolin-8-yl)ethyl)amino)-N-(methylsulfonyl)picolinamide